5-fluoro-4-(2-((R)-2-(2-isopropylphenyl)-4-(4-methoxybenzyl)piperazin-1-yl)-7-azaspiro[3.5]nonan-7-yl)benzamide FC=1C(=CC=C(C(=O)N)C1)N1CCC2(CC(C2)N2[C@@H](CN(CC2)CC2=CC=C(C=C2)OC)C2=C(C=CC=C2)C(C)C)CC1